ClC1=C(C=C(C=C1)C1=NN(C(=N1)CC(=O)N[C@H]1CCC2=NC=CC=C21)CC)OC(C)C 2-[3-(4-Chloro-3-isopropyloxyphenyl)-1-ethyl-1H-1,2,4-triazol-5-yl]-N-[(5S)-5H,6H,7H-cyclopenta[b]pyridin-5-yl]acetamid